1-(5-(4-(4-(6-((R)-2-(2,4-difluorophenyl)-1,1-difluoro-2-hydroxy-3-(1H-tetrazol-1-yl)propyl)pyridin-3-yl)phenyl)piperazin-1-yl)pyridin-2-yl)-2-methylpropan-1-ol FC1=C(C=CC(=C1)F)[C@](C(F)(F)C1=CC=C(C=N1)C1=CC=C(C=C1)N1CCN(CC1)C=1C=CC(=NC1)C(C(C)C)O)(CN1N=NN=C1)O